dihydro-5-propyl-2(3H)-furanone C(CC)C1CCC(O1)=O